2-(4-imidazolyl)ethyl-(histamine) N1C=NC(=C1)CCNCCC1=CNC=N1